ClC1=C(C(=CC=C1)Cl)C=1C=C2C(=NN(C2=CC1)C(C1=CC=CC=C1)(C1=CC=CC=C1)C1=CC=CC=C1)NC(=O)C1CCOCC1 N-[5-(2,6-dichlorophenyl)-1-trityl-1H-indazol-3-yl]tetrahydro-2H-pyran-4-carboxamide